2-[(3R)-3-[4-amino-3-(4-phenoxyphenyl)pyrazolo[3,4-d]pyrimidin-1-yl]piperidine-1-carbonyl]allyl 6-methoxy-3-(3,4,5-trimethoxybenzoyl)indole-1-carboxylate COC1=CC=C2C(=CN(C2=C1)C(=O)OCC(=C)C(=O)N1C[C@@H](CCC1)N1N=C(C=2C1=NC=NC2N)C2=CC=C(C=C2)OC2=CC=CC=C2)C(C2=CC(=C(C(=C2)OC)OC)OC)=O